CS(=O)(=NC1CNC(CC1)C)C Dimethyl((6-methylpiperidin-3-yl)imino)-λ6-sulfanone